(3S)-6,7-dichloro-5-(2,6-difluorophenyl)-3-methyl-3H-1,4-benzodiazepin-2-amine ClC1=C(C=CC2=C1C(=N[C@H](C(=N2)N)C)C2=C(C=CC=C2F)F)Cl